CC1=C(C(=O)P(CC(CC(C)(C)C)C)(C(C2=C(C=C(C=C2C)C)C)=O)=O)C(=CC(=C1)C)C bis(2,4,6-trimethylbenzoyl)(2,4,4-trimethylpentyl)phosphine oxide